(2S)-2-[(tert-butoxycarbonyl)amino]-3-[5-chloro-2-(methoxymethyl)phenyl]propanoic acid C(C)(C)(C)OC(=O)N[C@H](C(=O)O)CC1=C(C=CC(=C1)Cl)COC